7-(4-bromo-3-chloro-benzoyl)-2-(4-isopropoxyphenyl)-1-(5-phenyloxazol-2-yl)-6,8-dihydro-5H-imidazo[1,5-a]pyrazin-3-one BrC1=C(C=C(C(=O)N2CC=3N(CC2)C(N(C3C=3OC(=CN3)C3=CC=CC=C3)C3=CC=C(C=C3)OC(C)C)=O)C=C1)Cl